FC1=C(C=CC(=C1)C1=NOC(=N1)C(F)(F)F)C(COC=1C=NC=CC1)=O 1-(2-fluoro-4-(5-(trifluoromethyl)-1,2,4-oxadiazol-3-yl)phenyl)-2-(pyridin-3-yloxy)ethan-1-one